methyl 4-[2-({4-[3-(4-fluorophenyl)-5-methyl-4-oxo-4,5,6,7-tetrahydro-1H-pyrrolo[3,2-c]pyridin-2-yl]pyridin-2-yl}amino)-2-oxoethyl]benzoate FC1=CC=C(C=C1)C1=C(NC2=C1C(N(CC2)C)=O)C2=CC(=NC=C2)NC(CC2=CC=C(C(=O)OC)C=C2)=O